C12(CC3CC(CC(C1)C3)C2)C=2N=NOC2 Adamantyl-oxadiazole